NC(C(O)=O)(C)C1=CC(C(=O)C2=CC=CC=C2)=CC=C1 aminoketoprofen